FC1=CC=C(C=N1)CNC(C1=CC(=CC=C1)CN1C(C2=CC=C(C=C2C(=C1)C(C)O)C=1C(=NOC1)C)=O)=O N-((6-Fluoropyridin-3-yl)methyl)-3-((4-(1-hydroxyethyl)-6-(3-methylisoxazol-4-yl)-1-oxoisoquinolin-2(1H)-yl)methyl)benzamide